N-[(6-Amino-2-pyridyl)sulfonyl]-5-(3-isopentyloxyphenyl)-2-(2,2,4-trimethylpyrrolidin-1-yl)pyridin-3-carboxamid NC1=CC=CC(=N1)S(=O)(=O)NC(=O)C=1C(=NC=C(C1)C1=CC(=CC=C1)OCCC(C)C)N1C(CC(C1)C)(C)C